2-((2-methylpyridin-4-yl)amino)-9-(trifluoromethyl)-7H-pyrimido[5',4':3,4]cyclopenta[1,2-c]quinolin-7-one CC1=NC=CC(=C1)NC=1C=C2C3=C(C=NC2=CC1)C(C1=C3C=NC(=N1)C(F)(F)F)=O